CS(=O)C1=CC=C(C=C1)C=1NC(=C(N1)C1=CC=C(C=C1)F)C1=CC=NC=C1 methyl-[4-[4-(4-fluorophenyl)-5-(4-pyridyl)-1H-imidazol-2-yl] phenyl] sulfoxide